2-((1E,3Z)-4-bromo-4-phenylbuta-1,3-dien-1-yl)-2-(3,4,5-trimethoxyphenyl)-1,3-dithiane Br\C(=C/C=C/C1(SCCCS1)C1=CC(=C(C(=C1)OC)OC)OC)\C1=CC=CC=C1